C(C1=CC=CC=C1)OC1=C(C(=CC(=C1C)O)O)C(=O)N1CC2=CC=C(C=C2C1)CN1CCOCC1 (2-(Benzyloxy)-4,6-dihydroxy-3-methylphenyl)(5-(morpholinomethyl)isoindolin-2-yl)methanone